N-(4-(5-(2-(2-fluorophenoxy)ethyl)-2,3,4,5-tetrahydro-1H-benzo[b][1,4]diazepine-1-Carbonyl)phenyl)-[1,1'-biphenyl]-2-carboxamide FC1=C(OCCN2C3=C(N(CCC2)C(=O)C2=CC=C(C=C2)NC(=O)C=2C(=CC=CC2)C2=CC=CC=C2)C=CC=C3)C=CC=C1